C1(=CC=CC=C1)C1=NC(=NC=C1)NCC1CN(CC1)C#N 3-(((4-Phenylpyrimidin-2-yl)amino)methyl)pyrrolidine-1-carbonitrile